N=1C=NN2C=NC(=CC21)OC2=C(C=C(C=C2)NC2=NC=NC1=CC=C(C(=C21)OC2CC(C2)N(C)C)OC)C N-(4-([1,2,4]triazolo[1,5-c]pyrimidin-7-yloxy)-3-methylphenyl)-5-(3-(dimethylamino)cyclobutoxy)-6-methoxyquinazolin-4-amine